BrC=1C=C2CN(C(C2=CC1)=O)C=1N=NC(=CC1)OCOCC[Si](C)(C)C 5-bromo-2-(6-((2-(trimethylsilyl)ethoxy)methoxy)pyridazin-3-yl)isoindolin-1-one